CC1=CC(C(CC1)C)=O 3,6-dimethyl-2-cyclohexenone